[N+](=O)([O-])NCC1=CC=CC=C1 N-nitrobenzyl-amine